4-(4-(3-azabicyclo[3.2.1]octan-3-yl)-8-fluoro-2-(((2R,7aS)-2-fluorohexahydro-1H-pyrrolizin-7a-yl)methoxy)pyrido[4,3-d]pyrimidin-7-yl)-5-ethyl-6-fluoronaphthalen-2-ol C12CN(CC(CC1)C2)C=2C1=C(N=C(N2)OC[C@]23CCCN3C[C@@H](C2)F)C(=C(N=C1)C1=CC(=CC2=CC=C(C(=C12)CC)F)O)F